3-(5-(1-cyclopentyl-4-(pyrrolidin-1-ylmethyl)-1H-pyrrolo[2,3-b]pyridin-6-yl)-1-oxoisoindolin-2-yl)piperidine-2,6-dione C1(CCCC1)N1C=CC=2C1=NC(=CC2CN2CCCC2)C=2C=C1CN(C(C1=CC2)=O)C2C(NC(CC2)=O)=O